dibenzo[b,d]furan-4-carbonyl chloride C1=CC=C(C=2OC3=C(C21)C=CC=C3)C(=O)Cl